4-{1,8-diazaspiro[4.5]decan-8-yl}-N-{8-fluoro-2-methylimidazo[1,2-a]pyridin-6-yl}-2-methylindazole-7-carboxamide N1CCCC12CCN(CC2)C=2C1=CN(N=C1C(=CC2)C(=O)NC=2C=C(C=1N(C2)C=C(N1)C)F)C